sodium (Z)-(2-oxodihydro-2H-pyran-3(4H)-ylidene)methanolate O=C\1OCCC/C1=C/[O-].[Na+]